6-[amino(methyl)amino]-9-methyl-7H-purin-8-one NN(C1=C2NC(N(C2=NC=N1)C)=O)C